(2R,4R)-1-(3-chloro-2-fluorobenzyl)-4-((4-chloro-3,5-dimethyl-6-((5-methyl-1H-pyrazol-3-yl)-amino)pyridin-2-yl)methyl)-2-methyl-piperidine-4-carboxylic acid ClC=1C(=C(CN2[C@@H](C[C@@](CC2)(C(=O)O)CC2=NC(=C(C(=C2C)Cl)C)NC2=NNC(=C2)C)C)C=CC1)F